NCCS(=O)(=O)OC.[K] potassium methyl taurate